1-(4-(1H-imidazol-4-yl)phenyl)-N,N-dimethylmethanamine N1C=NC(=C1)C1=CC=C(C=C1)CN(C)C